dimethyl-imidazolidine CN1CN(CC1)C